N-((3S,4R)-4-((7-(2,6-dichloro-3,5-dimethoxyphenyl)-5-((tetrahydrofuran-3-yl)amino)-2,6-naphthyridin-3-yl)amino)-1-(oxetan-3-yl)pyrrolidin-3-yl)acrylamide ClC1=C(C(=C(C=C1OC)OC)Cl)C1=NC(=C2C=C(N=CC2=C1)N[C@H]1[C@H](CN(C1)C1COC1)NC(C=C)=O)NC1COCC1